(1-methyl-1H-tetrazol-5-yl)methyl (1-((3-chloro-4-fluorophenyl)carbamoyl)-2-methyl-2,4,5,6-tetrahydrocyclopenta[c]pyrrol-4-yl)carbamate ClC=1C=C(C=CC1F)NC(=O)C=1N(C=C2C1CCC2NC(OCC2=NN=NN2C)=O)C